N-(but-3-en-1-yl)-4-methyl-N-(2-(1-phenylethenyl)phenyl)benzenesulfonamide C(CC=C)N(S(=O)(=O)C1=CC=C(C=C1)C)C1=C(C=CC=C1)C(=C)C1=CC=CC=C1